ClC1=C(C=CC=C1Cl)N1CCN(CC1)CCCC1(CN(CC1)C(=O)N(C)C)O 3-(3-(4-(2,3-Dichlorophenyl)piperazin-1-yl)propyl)-3-hydroxy-N,N-dimethylpyrrolidine-1-carboxamide